4-[[3-[[(E)-(4-Fluoro-3-methoxy-phenyl)methylenamino]-isobutyl-amino]-1,1-dioxo-1,2-benzothiazol-6-yl]oxy]butan-1-ol FC1=C(C=C(C=C1)\C=N\N(C1=NS(C2=C1C=CC(=C2)OCCCCO)(=O)=O)CC(C)C)OC